O=C(C(C1=CC=CC=C1)N1C(CCC1=O)=O)N1CCN(CC1)C1=CC=C(C=C1)C(F)(F)F (2-oxo-1-phenyl-2-(4-(4-(trifluoromethyl)phenyl)piperazin-1-yl)ethyl)pyrrolidine-2,5-dione